4-amino-N-((5S)-2-methoxy-5,8-dihydro-6H-pyrano[3,4-b]-pyridin-5-yl)-N,1-dimethyl-1H-pyrazolo[4,3-c]quinoline-8-carboxamide NC1=NC=2C=CC(=CC2C2=C1C=NN2C)C(=O)N(C)[C@@H]2COCC1=NC(=CC=C12)OC